E-decenal C(\C=C\CCCCCCC)=O